NC=1C2=C(N=CN1)N(C(=C2C2=CC[C@H](CC2)C(=O)N2[C@@H](CCC2)CO)C=2C=NC(=CC2C)C#C)C ((S)-4-(4-amino-6-(6-ethynyl-4-methylpyridin-3-yl)-7-methyl-7H-pyrrolo[2,3-d]pyrimidin-5-yl)cyclohex-3-en-1-yl)((S)-2-(hydroxymethyl)pyrrolidin-1-yl)methanone